C1OCC12CCC(CC2)OC2=NC=CC(=N2)C2=CN=C(S2)NC2=NC=C(C=N2)C2CNCC2 5-(2-((2-oxaspiro[3.5]nonan-7-yl)oxy)pyrimidin-4-yl)-N-(5-(pyrrolidin-3-yl)pyrimidin-2-yl)thiazol-2-amine